2-[4-(2-hydroxypyridin-4-yl)-2-methoxyphenyl]-7-(1,2,3,6-tetrahydropyridin-4-yl)-4H-pyrido[1,2-a]pyrimidin-4-one OC1=NC=CC(=C1)C1=CC(=C(C=C1)C=1N=C2N(C(C1)=O)C=C(C=C2)C=2CCNCC2)OC